tert-butyl 2'-(1H-pyrrolo[3,2-b]pyridin-6-yl)-5',6'-dihydrospiro[azetidine-3,4'-pyrrolo[1,2-b]pyrazole]-1-carboxylate N1C=CC2=NC=C(C=C21)C=2C=C1N(N2)CCC12CN(C2)C(=O)OC(C)(C)C